ClC1=C(C=CC=2C3=C(NC12)CCN(C3C)C(=O)C3=NC=C(C=N3)OC)Cl 2-[6,7-dichloro-1-methyl-1H,3H,4H,5H-pyrido[4,3-b]indole-2-carbonyl]-5-methoxypyrimidine